C(=O)(O)[C@H](CCCCNC(=O)C=1C=NC(=CC1)F)N([C@H](C(=O)O)CCC(=O)O)C(N)=O (2S)-2-[[(1S)-1-carboxy-5-[(6-fluoranylpyridine-3-carbonyl)-amino]-pentyl]-carbamoylamino]pentanedioic acid